O1C=2C(=CCC1)C=CC2 dihydrocyclopenta[b]pyran